ClC=1N(N=C2C=CC(=C(C12)Cl)C1=CNC=2N=C(N=C(C21)C#N)N2CCC(CC2)(C2=C(C=CC=C2)F)NC([O-])=O)C (1-(5-(3,4-dichloro-2-methyl-2H-Indazol-5-yl)-4-cyano-7H-pyrrolo[2,3-d]pyrimidin-2-yl)-4-(2-fluorophenyl)piperidin-4-yl)carbamate